CS(=O)(=O)CC=1C=2N(N=C(C1)N1[C@@H](COCC1)C)C=NC2 (3R)-4-[4-(methanesulfonylmethyl)imidazo[1,5-b]pyridazin-2-yl]-3-methylmorpholine